COCCOCCNC(=O)C1=CC2=C(N(C(=N2)NC=2SC3=C(N2)C=CC(=C3)OC(F)(F)F)C)C=C1 1-Methyl-2-(6-trifluoromethoxy-benzothiazol-2-ylamino)-1H-benzoimidazole-5-carboxylic acid [2-(2-methoxy-ethoxy)-ethyl]-amide